C(C)OC(=O)C=1C=CC2=C(N(C(=N2)CCl)CC2(CC2)CC#N)C1 2-(Chloromethyl)-1-((1-(cyanomethyl)cyclopropyl)methyl)-1H-benzo[d]imidazole-6-carboxylic acid ethyl ester